2-((1r,4r)-4-((4-(4-(2,6-dioxopiperidin-3-yl)-1H-indol-1-yl)piperidin-1-yl)methyl)cyclohexyl)-N-(imidazo[1,2-b]pyridazin-3-yl)-6-methoxy-2H-indazole-5-carboxamide O=C1NC(CCC1C1=C2C=CN(C2=CC=C1)C1CCN(CC1)CC1CCC(CC1)N1N=C2C=C(C(=CC2=C1)C(=O)NC1=CN=C2N1N=CC=C2)OC)=O